4-(cyanomethyl)tetrahydro-2H-pyran-4-carbonitrile C(#N)CC1(CCOCC1)C#N